2-ethyl-2-hexyl-nonanoic acid C(C)C(C(=O)O)(CCCCCCC)CCCCCC